FC1=CC=C(OC2=C(C=C(C=C2)C(=O)NCC(=O)O)\C=C/CCCCCC=C)C=C1 {[4-(4-fluorophenoxy)-3-[(1Z)-nona-1,8-dien-1-yl]phenyl]formamido}acetic acid